ClC1=CC=C(S1)CN(C1=C(C(=NN1C(C(C)(C)C)=O)C1CN(C(CC1)=O)C(=O)N1CCOCC1)C#N)C 5-{[(5-Chlorothiophen-2-yl)methyl](methyl)amino}-1-(2,2-dimethylpropanoyl)-3-[1-(morpholin-4-carbonyl)-6-oxopiperidin-3-yl]-1H-pyrazol-4-carbonitril